1,3-Bis(4,5-dihydro-2-oxazolyl)benzene methyl-2-(octahydro-1H-inden-2-yl)acetate COC(CC1CC2CCCCC2C1)=O.O1C(=NCC1)C1=CC(=CC=C1)C=1OCCN1